1-[6-(5-aminobenzimidazol-1-yl)-3-(difluoromethyl)-2-pyridyl]-5-methyl-pyrazole-3-carbonitrile NC1=CC2=C(N(C=N2)C2=CC=C(C(=N2)N2N=C(C=C2C)C#N)C(F)F)C=C1